O=C(CC1=NC=2C(=C3C(=NC2)NC=C3)N1C1CCC(CC1)CC#N)N1CCC(CC1)C(F)(F)F 2-((1r,4r)-4-(2-(2-Oxo-2-(4-(trifluoromethyl)piperidin-1-yl)ethyl)imidazo[4,5-d]pyrrolo[2,3-b]pyridin-1(6H)-yl)cyclohexyl)acetonitrile